NN1C(C(=NC(=C1)C1=CC=C(C=C1)C(F)(F)F)C=1C=NN(C1)C)N 1,2-diamino-3-(1-methyl-1H-pyrazol-4-yl)-5-(4-(trifluoromethyl)phenyl)pyrazin